bis(t-butyl acetoacetate) copper (II) [Cu+2].C(C)(C)(C)CC(CC(=O)[O-])=O.C(C)(C)(C)CC(CC(=O)[O-])=O